COC1=C(C#N)C=C(C=N1)C=1C=CC=2N=CN=C(C2N1)N[C@H](C(N1CCCC1)=O)C[Se]C (R)-2-methoxy-5-(4-((3-(methylseleno)-1-oxo-1-(1-pyrrolidinyl)-2-propyl)amino)-6-pyrido[3,2-d]pyrimidinyl)nicotinonitrile